8-methyl-6-(5-methyl-3-(1-(oxetan-3-yl)piperidin-3-yl)-1H-indazol-6-yl)-[1,2,4]triazolo[1,5-a]pyridine CC=1C=2N(C=C(C1)C1=C(C=C3C(=NNC3=C1)C1CN(CCC1)C1COC1)C)N=CN2